CC=1SC(=C(N1)C)B1OC(C(O1)(C)C)(C)C 2,4-dimethyl-5-(4,4,5,5-tetramethyl-1,3,2-dioxaborolan-2-yl)-1,3-thiazole